C(#N)CN1N=C2C(N(C(C=C2N2C[C@H](N(C[C@@H]2CC)C(C)C2=C(C(=O)N(C)C)C=C(C=C2)F)CC)=O)C)=C1 2-(1-((2R,5S)-4-(2-(cyanomethyl)-4-methyl-5-oxo-4,5-dihydro-2H-pyrazolo[4,3-b]pyridin-7-yl)-2,5-diethylpiperazin-1-yl)ethyl)-5-fluoro-N,N-dimethylbenzamide